(4,4-difluorocyclohexyl) methanesulfonate CS(=O)(=O)OC1CCC(CC1)(F)F